CC1=C(C(=O)N)C=C(C=C1)C1=CC=C2C(=C1)NC(C21CCOCC1)=O 2-methyl-5-(2-oxo-2',3',5',6'-tetrahydrospiro[indoline-3,4'-pyran]-6-yl)benzamide